CC1(OB(OC1(C)C)C=1CN(CCC1)C(=O)OC(C)(C)C)C tertbutyl 3-(4,4,5,5-tetramethyl-1,3,2-dioxaborolan-2-yl)-5,6-dihydro-2H-pyridine-1-carboxylate